trifluoromethanesulfonic acid nickel [Ni].FC(S(=O)(=O)O)(F)F